(R)-2-(4-fluoro-2-methylphenoxy)-N-{3-[imino((2H3)methyl)oxo-λ6-sulfanyl]phenyl}-5-(trifluoromethyl)pyridine-3-carboxamide FC1=CC(=C(OC2=NC=C(C=C2C(=O)NC2=CC(=CC=C2)[S@](=O)(C([2H])([2H])[2H])=N)C(F)(F)F)C=C1)C